1-(7-Bromo-5-(trifluoromethyl)-3,4-dihydroisoquinolin-2(1H)-yl)-2,2,2-trifluoroethane BrC1=CC(=C2CCN(CC2=C1)CC(F)(F)F)C(F)(F)F